COC1CCN(CC1)C=1OC2=C(N1)C=C(C=C2)NC(=O)C2=CC1=C(OCO1)C=C2 benzo[1,3]dioxole-5-carboxylic acid [2-(4-methoxy-piperidin-1-yl)-benzooxazol-5-yl]-amide